C(C)(C)(C)OC(=O)N1CC2(CC2)[C@@H]([C@@H]1CC=1C(=C(C=CC1)C1=CC(=CC(=C1)F)F)F)NS(=O)(=O)C(F)F (6S,7S)-7-((difluoromethyl)sulphonamido)-6-((2,3',5'-trifluoro-[1,1'-biphenyl]-3-yl)methyl)-5-azaspiro[2.4]heptane-5-carboxylic acid tert-butyl ester